3,19-dihydroxy-5-androsten-17-one OC1CC2=CC[C@H]3[C@@H]4CCC([C@@]4(C)CC[C@@H]3[C@]2(CC1)CO)=O